C1(=CC=CC=C1)P(CC(CC(=O)O)C(=O)O)(C1=CC=CC=C1)=O diphenyl-(2,3-dicarboxy-propyl)-phosphorus oxide